OC1=C(C=C(CC2=C(C=C(OCP(OC3=CC=CC=C3)(O)=O)C=C2C)C)C=C1)C(C)C phenyl hydrogen ((4-(4-hydroxy-3-isopropylbenzyl)-3,5-dimethylphenoxy)methyl)phosphonate